N-((trans-4-(((5-chlorobenzofuran-2-yl)methyl)carbamoyl)cyclohexyl)methyl)-6-(trifluoromethyl)nicotinamide ClC=1C=CC2=C(C=C(O2)CNC(=O)[C@@H]2CC[C@H](CC2)CNC(C2=CN=C(C=C2)C(F)(F)F)=O)C1